γ-octenolactone C1(CC=CCCCCO1)=O